C(C)NC(=O)C=1N=C(OC1C1=CC=CC=C1)C1=CC=C(C=C1)C(F)(F)F n-ethyl-5-phenyl-2-(4-(trifluoromethyl)phenyl)Oxazole-4-carboxylic acid amide